1-(4-Methoxyphenyl)-3-(phenylcarbamoyl)urea COC1=CC=C(C=C1)NC(=O)NC(NC1=CC=CC=C1)=O